BrC=1C=C(C(=O)O)C(=CN1)N1N=CC(=C1)C 2-Bromo-5-(4-methyl-1H-pyrazol-1-yl)isonicotinic acid